N-(3-(dimethylamino)propyl)-N-(2-(pyridin-2-yl)pyrimidin-5-yl)benzamide CN(CCCN(C(C1=CC=CC=C1)=O)C=1C=NC(=NC1)C1=NC=CC=C1)C